C1(=C(C(=C(C=2OC=3C(C21)=C(C2=C(C(=C(C(=C2C3[2H])C=3C2=C(C(=C(C(=C2C(=C2C(=C(C(=C(C32)[2H])[2H])[2H])[2H])C3=C(C(=C(C(=C3[2H])[2H])[2H])[2H])[2H])[2H])[2H])[2H])[2H])[2H])[2H])[2H])[2H])[2H])[2H])[2H])[2H] 9-(benzo[b]naphtho[2,3-d]furan-7-yl-d9)-10-(phenyl-d5)anthracene-d8